ethyl 5-ethyl-1-(4-methoxyphenyl)-1H-1,2,3-triazole-4-carboxylate C(C)C1=C(N=NN1C1=CC=C(C=C1)OC)C(=O)OCC